O1CCN(CC1)CCOC=1C=C2CCCC(C2=CC1)=O 6-(2-Morpholinoethoxy)-3,4-dihydronaphthalen-1(2H)-one